C12(CC1)CCC(C=1SC=CC12)CNC 1-(6,7-dihydro-5H-spiro[benzo[b]thiophen-4,1'-cyclopropan]-7-yl)-N-methyl-methylamine